(1R,2S)-1-(5-chloropyrimidin-2-yl)-1-methoxy-N-(5-methyl-4-(1-methylcyclopropyl)-4H-1,2,4-triazol-3-yl)propane-2-sulfonamide ClC=1C=NC(=NC1)[C@H]([C@H](C)S(=O)(=O)NC1=NN=C(N1C1(CC1)C)C)OC